3-chloro-1-(thiophene-3-yl)pyrrolo[1,2-a]quinoxaline ClC=1C=C(N2C1C=NC1=CC=CC=C21)C2=CSC=C2